2-(2,3,5,6-tetrafluoroanilino)-1,3,4-trichloroanthraquinone FC1=C(NC2=C(C=3C(C4=CC=CC=C4C(C3C(=C2Cl)Cl)=O)=O)Cl)C(=C(C=C1F)F)F